C(#N)C1=CN(C2=NC(=CC(=C21)C2=C(C(=CC=C2C)O)C)C(=O)N)CC(F)(F)F 3-cyano-4-(3-hydroxy-2,6-dimethylphenyl)-1-(2,2,2-trifluoroethyl)pyrrolo[2,3-b]pyridine-6-carboxamide